5-ethylnaphthalene C(C)C1=C2C=CC=CC2=CC=C1